5-(imidazo[1,2-a]pyrimidin-3-yl)-1-(2-((1R,3S,4S)-3-((6-methylpyridin-2-yl)carbamoyl)-2-azabicyclo[2.2.1]heptan-2-yl)-2-oxoethyl)-1H-indole-3-carboxamide N=1C=C(N2C1N=CC=C2)C=2C=C1C(=CN(C1=CC2)CC(=O)N2[C@@H]1CC[C@H]([C@H]2C(NC2=NC(=CC=C2)C)=O)C1)C(=O)N